C(#N)C1=CC(=C2C=NNC2=C1)F 6-cyano-4-fluoro-1H-indazole